BrC(C1=NOC(=C1)C1CC1)C1=CC=C(C=C1)OC(F)(F)F 3-(Bromo(4-(trifluoromethoxy)phenyl)methyl)-5-cyclopropylisoxazole